N-(5-Chloro-6-(1-methyl-1H-pyrazol-3-yl)pyridin-3-yl)-1-(1-oxo-1,2-dihydroisochinolin-5-yl)-5-(trifluoromethyl)-1H-pyrazol-4-carboxamid ClC=1C=C(C=NC1C1=NN(C=C1)C)NC(=O)C=1C=NN(C1C(F)(F)F)C1=C2C=CNC(C2=CC=C1)=O